(1-(2,2,2-trifluoroethyl)piperidin-4-yl)methyl alaninate dihydrochloride Cl.Cl.N[C@@H](C)C(=O)OCC1CCN(CC1)CC(F)(F)F